C1=CNC=2C3=C(C=CC12)C1=CC=CC=C1C=C3 naphtho-indole